4-(6-Bromoquinazolin-2-yl)-2,2-dimethylmorpholine BrC=1C=C2C=NC(=NC2=CC1)N1CC(OCC1)(C)C